C(C)(=O)O.C(C1=CC=CC=C1)(=O)OC1=C(C=CC=C1)OC(C1=CC=CC=C1)=O phenylene dibenzoate acetic acid salt